methyl-7-bromo-N,2-dimethyl-1,2,3,4-tetrahydroisoquinolin-5-amine CC1N(CCC=2C(=CC(=CC12)Br)NC)C